FC1=C(C(=C(C(=C1F)Br)F)F)Br 2,3,5,6-tetrafluoro-1,4-dibromobenzene